(S)-N-(4-(5-(1-acryloyl-5,5-difluoropiperidin-3-yl)-1,2,4-oxadiazol-3-yl)-2-fluorophenyl)-6-(1H-pyrazol-5-yl)picolinamide C(C=C)(=O)N1C[C@H](CC(C1)(F)F)C1=NC(=NO1)C1=CC(=C(C=C1)NC(C1=NC(=CC=C1)C1=CC=NN1)=O)F